CC1=CC(=CC(=C1)OCCC(F)(F)F)[N+](=O)[O-] 1-methyl-3-nitro-5-(3,3,3-trifluoropropoxy)benzene